C[C@H](CCCCCC)OC(/C=C/C(=O)OCC(=O)O)=O 2-[(E)-4-[(1R)-1-methylheptoxy]-4-oxo-but-2-enoyl]oxyacetic acid